FC1=C(C=CC=C1)B1OC(CO1)(C)C 2-(2-fluorophenyl)-5,5-dimethyl-1,3,2-dioxaborolan